C(C)(C)(C)OC(=O)N1CCC(CC1)C(CCO[Si](C)(C)C(C)(C)C)C=1N(C(=C(N1)C1=CC=C(C=C1)OC1=CC=CC=C1)C(=O)OC)N 4-(1-(1-amino-5-(methoxycarbonyl)-4-(4-phenoxyphenyl)-1H-imidazol-2-yl)-3-((tert-Butyldimethylsilyl)oxy)propyl)piperidine-1-carboxylic acid tert-butyl ester